C(C1=CC=CC=C1)OC(=O)NCCOCCOCCOCCC(=O)O 3-{2-[2-(2-benzyloxy-carbonylamino-ethoxy)-ethoxy]-ethoxy}-propionic acid